C1(CC1)C1=CC(=NN1)NC1=NC(=NC=C1)N1C2CCC(C1)(C2)CO [2-[4-[(5-cyclopropyl-1H-pyrazol-3-yl)amino]pyrimidin-2-yl]-2-azabicyclo[2.2.1]heptan-4-yl]methanol